C1(CCCC1)C1(NC(=NC=C1NC(C)CC)C1=CC=C(C=C1)C)N 4-cyclopentyl-2-(p-tolyl)-N5-Sec-butylpyrimidine-4,5-diamine